BrC1=C(C(=CC=C1Cl)F)CC(=O)N(N)C (2-bromo-3-chloro-6-fluoro-phenyl)-N-methyl-acethydrazide